C1(=CC=CC=C1)S(=O)(=O)N1C=CC2=CC=C(C=C12)Br 1-(benzenesulfonyl)-6-bromo-indole